2-phenyl-3-carbamimidamidopropanoic acid C1(=CC=CC=C1)C(C(=O)O)CNC(=N)N